{3-[1-(4-amino-2,6-difluorophenyl)-3-(pyridin-4-yl)pyrazol-4-yl]-5-chloro-2-fluorophenyl}pyrrolidine-1-sulfonamide NC1=CC(=C(C(=C1)F)N1N=C(C(=C1)C=1C(=C(C=C(C1)Cl)C1N(CCC1)S(=O)(=O)N)F)C1=CC=NC=C1)F